C[N-][C@@H]1CCCC2=CC=CC=C12 methyl-(R)-1,2,3,4-tetrahydronaphthalen-1-yl-amide